(RS)-2-(benzylthio)-3-((6-((tert-butyldimethylsilyl)oxy)hexan-2-yl)oxy)-5-methylpyrazine C(C1=CC=CC=C1)SC1=NC=C(N=C1O[C@H](C)CCCCO[Si](C)(C)C(C)(C)C)C |r|